2,3-difluorophenylboronic acid pinacol ester FC1=C(C=CC=C1F)B1OC(C)(C)C(C)(C)O1